2,2-difluoro-N-(6-(4-methylpyridin-3-yl)benzo[d]thiazol-2-yl)cyclopropane-1-carboxamide FC1(C(C1)C(=O)NC=1SC2=C(N1)C=CC(=C2)C=2C=NC=CC2C)F